FC1(CN(CC=C1N1CCC(CC1)O)C(=O)OC(C)(C)C)F tert-butyl 3,3-difluoro-4-(4-hydroxypiperidin-1-yl)-3,6-dihydropyridine-1(2H)-carboxylate